N-[8-(2-chlorophenyl)-9-(4-chlorophenyl)-6-(4-cyano-4-methyl-1-piperidinyl)purin-2-yl]-2-methyl-propionamide ClC1=C(C=CC=C1)C=1N(C2=NC(=NC(=C2N1)N1CCC(CC1)(C)C#N)NC(C(C)C)=O)C1=CC=C(C=C1)Cl